Nickel-chromium-iron [Fe].[Cr].[Ni]